N-(4-fluoro-3-(trifluoromethyl)phenyl)-3-(5-(3-hydroxyprop-1-yn-1-yl)-2-methoxybenzamido)-6-(trifluoromethyl)benzo[b]thiophene-2-carboxamide FC1=C(C=C(C=C1)NC(=O)C1=C(C2=C(S1)C=C(C=C2)C(F)(F)F)NC(C2=C(C=CC(=C2)C#CCO)OC)=O)C(F)(F)F